OC1=CC=C(OC2=C(C=C3C=NN(C3=C2)C)C(=O)N)C=C1 6-(4-hydroxyphenoxy)-1-methyl-indazole-5-carboxamide